NC1CCC(CC1)(C)CN1C(N(C(C1(C)C)=O)COCC[Si](C)(C)C)=O 1-((4-amino-1-methylcyclohexyl)methyl)-5,5-dimethyl-3-((2-(trimethylsilyl)ethoxy)methyl)imidazolidine-2,4-dione